COC1=CC=C(C=C1)CNC(=O)C1CCN(CC1)C(=O)C1=NNC(=C1)C1=CC=NC=C1 N-[(4-methoxyphenyl)methyl]-1-[5-(pyridin-4-yl)-1H-pyrazole-3-carbonyl]piperidine-4-carboxamide